1-(4-chloroquinazolin-2-yl)-3-(1-methylpiperidin-4-yl)guanidine ClC1=NC(=NC2=CC=CC=C12)NC(=N)NC1CCN(CC1)C